fluorohexyl-phosphine FCCCCCCP